C(CCCCCCC\C=C/C\C=C/CCCCC)(=O)OCC(COC(CCCCCCCCCCCCCCC)=O)OC(NC1CN(C1)CC(F)F)=O 2-(((1-(2,2-difluoroethyl)azetidin-3-yl)carbamoyl)oxy)-3-(palmitoyloxy)propyl (9Z,12Z)-octadeca-9,12-dienoate